((S)-6-methoxychroman-3-yl)methanone dihydrochloride Cl.Cl.COC=1C=C2C[C@@H](COC2=CC1)C=O